3-(((4'-cyano-[1,1'-biphenyl]-4-yl)oxy)methyl)-1-(4-methoxybenzoyl)-N-(methylsulfonyl)pyrrolidine-3-carboxamide C(#N)C1=CC=C(C=C1)C1=CC=C(C=C1)OCC1(CN(CC1)C(C1=CC=C(C=C1)OC)=O)C(=O)NS(=O)(=O)C